4-((4-(2,2-difluoroethyl)-2-(4-(methoxycarbonyl)-3-(pyrrolidin-1-yl)phenyl)piperazin-1-yl)methyl)-5-methoxy-7-methyl-1H-indole-1-carboxylate FC(CN1CC(N(CC1)CC1=C2C=CN(C2=C(C=C1OC)C)C(=O)[O-])C1=CC(=C(C=C1)C(=O)OC)N1CCCC1)F